C1(CCCCC1)NC=1C2=C(N=CC1C#CCNC1=CC=C(C=C1)F)NC=C2 N-cyclohexyl-5-(3-((4-fluorophenyl)amino)prop-1-yn-1-yl)-1H-pyrrolo[2,3-b]pyridin-4-amine